N-(3-hydroxypropyl)-4-(((6-(isoindolin-2-ylmethyl)-4-oxo-4H-pyran-3-yl)oxy)methyl)benzamide OCCCNC(C1=CC=C(C=C1)COC1=COC(=CC1=O)CN1CC2=CC=CC=C2C1)=O